N-(3-(1H-pyrazol-1-yl)propyl)-5-(thiophen-2-yl)isoxazole-3-carboxamide N1(N=CC=C1)CCCNC(=O)C1=NOC(=C1)C=1SC=CC1